1-(3-isopropyl-1-(tetrahydro-2H-pyran-2-yl)-1H-pyrazol-5-yl)-2-methylpropan-1-one C(C)(C)C1=NN(C(=C1)C(C(C)C)=O)C1OCCCC1